6-(chloromethyl)-N-cyclopropyl-N-methylpyridine-2,4-dicarboxamide ClCC1=CC(=CC(=N1)C(=O)N(C)C1CC1)C(=O)N